tert-butyl N-{4-[2-(dimethylcarbamoyl)ethyl]-1,3-benzothiazol-2-yl}carbamate CN(C(=O)CCC1=CC=CC2=C1N=C(S2)NC(OC(C)(C)C)=O)C